C(C)(C)(C)OC(=O)N1CCC(=CC1)C1=C(NC2=C(C=CC=C12)C)C(=O)OC methyl 3-(1-tert-butoxycarbonyl-3,6-dihydro-2H-pyridin-4-yl)-7-methyl-1H-indole-2-carboxylate